FC1=CC=C(C=C1)NC1N(C(=NC(=N1)N)N1CCOCC1)C1=CC=C(C=C1)OC N-(4-Fluorophenyl)-N1-(4-methoxyphenyl)-6-morpholin-4-yl-[1,3,5]triazine-2,4-diamine